C(C=C)(=O)OCCCCCCCCCCCC[Si](OCC)(OCC)OCC 12-acryloxydodecyltriethoxysilane